CC1=CC=2N(C=C1)C(=CN2)C2=C1CNC(C1=C(C=C2)NC2=NC=C(C=C2)[C@H]2COCC2)=O (S)-4-(7-methylimidazo[1,2-a]pyridin-3-yl)-7-((5-(tetrahydrofuran-3-yl)pyridin-2-yl)amino)isoindolin-1-one